3-(2,3-Dimethylheptan-2-yloxy)-6,6,9-trimethyl-7,8,9,10-tetrahydrobenzo[c]chromen-1-ol CC(C)(C(CCCC)C)OC=1C=C(C=2C3=C(C(OC2C1)(C)C)CCC(C3)C)O